C(C(=C)C)(=O)OCC[Si](OCC)(OCC)C methacryloxyethyl-methyldiethoxysilane